NCC1=C(C=NC=C1)OC[C@@H]1N(CC1)C(=O)OC(C)(C)C tert-butyl (R)-2-(((4-(aminomethyl)pyridin-3-yl)oxy)methyl)azetidine-1-carboxylate